5-(imidazo[1,2-a]pyrimidin-6-yl)-4-(1-methyl-1H-pyrazol-4-yl)-7H-pyrrolo[2,3-d]pyrimidine N=1C=CN2C1N=CC(=C2)C2=CNC=1N=CN=C(C12)C=1C=NN(C1)C